OC1=C(C(OC2=C(C(=CC=C12)O)C)=O)NC(C1=CC(=C(C=C1)O)CC=C(C)C)=O N-(4,7-Dihydroxy-8-methyl-2-oxo-2H-chromen-3-yl)-4-hydroxy-3-(3-methylbut-2-en-1-yl)benzamide